C(C)(=O)NCCNC(=O)C=1C=NC2=C(C=CC=C2C1)C1=CCC(CC1)C(F)(F)F N-(2-acetamidoethyl)-8-(4-(trifluoromethyl)cyclohex-1-en-1-yl)quinoline-3-carboxamide